C(C)N1N=CC=C1C1=CC=C(C=C1)CNC1=NC=NC2=C1SC=1N=NC(=C(C12)C)C N-[[4-(2-ethylpyrazol-3-yl)phenyl]methyl]-3,4-dimethyl-pyrimido[4',5':4,5]thieno[2,3-c]pyridazin-8-amine